NC1CC2COC(C1O)O2 3-amino-6,8-dioxabicyclo[3.2.1]octan-4-ol